C1(=CC=CC=C1)CCC1=NN=C(S1)N 5-(2-phenyl-ethyl)-1,3,4-thiadiazol-2-amine